CC=1NC2=C(N1)C(=C(C(=C2C)C)C)C 2,4,5,6,7-pentamethylbenzimidazole